(S)-1'-(5-((3-chloro-2-methoxypyridin-4-yl)thio)pyrazin-2-yl)-5,7-dihydrospiro[cyclopenta[b]pyridine-6,4'-piperidin]-5-amine ClC=1C(=NC=CC1SC=1N=CC(=NC1)N1CCC2(CC1)[C@@H](C=1C(=NC=CC1)C2)N)OC